C(C)(=O)NC1=CC=NN1C1=NN=C(S1)NC(=O)C1=CC(=C(C(O1)=O)OC(COC)COC)C1=C(C=CC=C1OC)OC N-(5-(5-acetamido-1H-pyrazol-1-yl)-1,3,4-thiadiazol-2-yl)-4-(2,6-dimethoxyphenyl)-3-((1,3-dimethoxypropan-2-yl)oxy)-2-oxo-2H-pyran-6-carboxamide